C(C)OC(=O)C=1C(=C2C(=NC1)N(N=C2)C2=C(C(=CC(=C2)F)F)F)C(=C)C 4-(prop-1-en-2-yl)-1-(2,3,5-trifluorophenyl)-1H-pyrazolo[3,4-b]Pyridine-5-carboxylic acid ethyl ester